[Si](C)(C)(C(C)(C)C)OCC#CC1=NC(=CC2=C1C=NN2C)C(=O)NCC2=C(C=C(C=C2)OC)OC 4-[3-[tert-butyl(dimethyl)silyl]oxyprop-1-ynyl]-N-[(2,4-dimethoxyphenyl)-methyl]-1-methyl-pyrazolo[4,3-c]pyridine-6-carboxamide